2-amino-3-methyl-N-((2S)-3,3,3-trifluoro-2-methylpropyl)-N-((5-(trifluoromethyl)-2-pyridinyl)methyl)-6-quinolinecarboxamide NC1=NC2=CC=C(C=C2C=C1C)C(=O)N(CC1=NC=C(C=C1)C(F)(F)F)C[C@@H](C(F)(F)F)C